2,2',2''-(10-((4,6-dimethylpyridin-2-yl)methyl)-1,4,7,10-tetraazacyclododecane-1,4,7-triyl)triacetic acid CC1=CC(=NC(=C1)C)CN1CCN(CCN(CCN(CC1)CC(=O)O)CC(=O)O)CC(=O)O